FC=1C(=C2C(=NC1NC1=NC(=CC(=C1)NC)C)CCO2)C=2C[C@@H](CN(CC2)C)O |r| rac-(3S)-5-[6-fluoro-5-[[6-methyl-4-(methylamino)-2-pyridyl]amino]-2,3-dihydrofuro[3,2-b]pyridin-7-yl]-1-methyl-2,3,4,7-tetrahydroazepin-3-ol